C(C)(C)(C)OC(NC[C@@H]1N(CC(CC1)(F)F)C(=O)C1=NC(=CC=C1C)NC1=NC=CC(=C1)OCC)=O (R)-((1-(6-((4-ethoxypyridin-2-yl)amino)-3-methylpyridine-2-carbonyl)-5,5-difluoropiperidin-2-yl)methyl)carbamic acid tert-butyl ester